ClC1=CC(=C2CCNCC2=C1)OC 7-chloro-5-methoxy-1,2,3,4-tetrahydroisoquinoline